C1(CCC(N1OC(=O)C1=CC=C(C(SSC2=NC=CC=C2)C)C=C1)=O)=O 4-succinimidyloxycarbonyl-α-methyl-α-(2-pyridyldithio)toluene